BrC=1C=2N(C(=CC1)COCC(C)(O)C)N=CN2 1-((8-bromo-[1,2,4]triazolo[1,5-a]pyridin-5-yl)methoxy)-2-methylpropan-2-ol